3-(2-{5-[(1R,4R,7R)-7-amino-2-azabicyclo[2.2.1]heptane-2-carbonyl]-7-methoxy-1-methyl-1H-1,3-benzodiazol-2-yl}-1-(cyclopropylmethyl)-1H-pyrrolo[2,3-b]pyridin-6-yl)-2-fluorophenol N[C@H]1[C@@H]2N(C[C@H]1CC2)C(=O)C2=CC1=C(N(C(=N1)C1=CC=3C(=NC(=CC3)C=3C(=C(C=CC3)O)F)N1CC1CC1)C)C(=C2)OC